2-[2-(1-piperidinyl)propoxy]ethyl-N-methyl-N-ethyl-amine N1(CCCCC1)C(COCCN(CC)C)C